FC=1C=C(C=CC1[N+](=O)[O-])N1C(COCC1)=O 4-(3-Fluoro-4-nitrophenyl)morpholin-3-one